acetic acid 3-(2-(allyl (ethyl) amino) ethyl)-1H-indol-5-yl ester C(C=C)N(CCC1=CNC2=CC=C(C=C12)OC(C)=O)CC